C(C)(C)(C)OC(N[C@@H](C)C1=CC=C(C=C1)Br)=O (S)-[1-(4-bromophenyl)ethyl]carbamic acid tert-butyl ester